CC1=C2C=C(C(=C1)O2)C 2,5-dimethyl-1,4-phenyleneoxide